Cl.CC1NC(CC(C1)C=1C=C2CN(C(C2=CC1)=O)C1C(NC(CC1)=O)=O)C 3-(5-(2,6-Dimethylpiperidin-4-yl)-1-oxoisoindolin-2-yl)piperidine-2,6-dione hydrochloride